C1(CC1)[C@H](C1=NC=2N(C=C1)C=C(N2)[C@@H](NC(=O)C2=NON=C2C)C2CCC(CC2)(F)F)NC(CC2CC(C2)(F)F)=O N-((S)-(7-((R)-Cyclopropyl(2-(3,3-difluorocyclobutyl)acetamido)methyl)imidazo[1,2-a]pyrimidin-2-yl)(4,4-difluorocyclohexyl)methyl)-4-methyl-1,2,5-oxadiazole-3-carboxamide